Cl.Cl.C1(=CC=CC=C1)[C@H]1[C@@H](CNC1)C(=O)NC1=CC=C(C=C1)OC=1C=NC=CC1 |r| (±)-trans-4-phenyl-N-[4-(Pyridin-3-yloxy)phenyl]pyrrolidine-3-carboxamide dihydrochloride